Racemic-tert-butyl (3S*,4R*)-3-hydroxy-4-phenylpyrrolidine-1-carboxylate O[C@@H]1CN(C[C@H]1C1=CC=CC=C1)C(=O)OC(C)(C)C |r|